BrC1=C2CC[C@@H](C2=CC=C1)NC1=NC(=C(C=O)C=C1C(F)(F)F)OC (S)-6-((4-Bromo-2,3-dihydro-1H-inden-1-yl)amino)-2-methoxy-5-(trifluoromethyl)-nicotinaldehyde